(S)-2-hydroxypropionamide O[C@H](C(=O)N)C